(S)-N'-((1,2,3,5,6,7-hexahydro-s-indacen-4-yl)carbamoyl)-1-(1-methylpyrrolidin-3-yl)methane-sulfonimidamide C1CCC2=C(C=3CCCC3C=C12)NC(=O)N=[S@@](=O)(N)CC1CN(CC1)C